(2S)-5-oxopyrrolidine-2-carboxylic acid methyl ester COC(=O)[C@H]1NC(CC1)=O